5-bromo-6-chloro-3-iodo-1H-pyrazolo[4,3-b]Pyridine-1-carboxylic acid tert-butyl ester C(C)(C)(C)OC(=O)N1N=C(C2=NC(=C(C=C21)Cl)Br)I